FC=1C=C(C=CC1F)C(C(=O)NCC1=C2CN(C(C2=CC=C1)=O)C1C(NC(CC1)=O)=O)=O 2-(3,4-difluorophenyl)-N-((2-(2,6-dioxopiperidin-3-yl)-1-oxoisoindolin-4-yl)methyl)-2-oxoacetamide